(alpha-n-pentanone) benzoate C(C1=CC=CC=C1)(=O)O.C(CCCC)=O